(E)-4,4'-(diazene-1,2-diylbis(2-fluoro-5,1-phenylene))bis(N-(3-(trifluoromethyl)phenyl)thiazol-2-amine) N(=N\C=1C=CC(=C(C1)C=1N=C(SC1)NC1=CC(=CC=C1)C(F)(F)F)F)/C=1C=CC(=C(C1)C=1N=C(SC1)NC1=CC(=CC=C1)C(F)(F)F)F